N-((S)-1-(7-Ethyl-6-oxo-5,6-dihydro-1,5-naphthyridin-3-yl)ethyl)-2-methylpropane-2-sulfinamide C(C)C=1C(NC=2C=C(C=NC2C1)[C@H](C)NS(=O)C(C)(C)C)=O